C(C)(C)(C)OOC1(CC(=CC(=C1)OOC(C)(C)C)OOC(C)(C)C)C(C)C 1,3,5-tri(t-butylperoxy)cumene